6-{8-[(2-cyano-2-methylideneethyl)amino]-7-(methoxymethyl)naphthalen-2-yl}-N-(1-methylpiperidin-4-yl)pyridine-2-carboxamide C(#N)C(CNC=1C(=CC=C2C=CC(=CC12)C1=CC=CC(=N1)C(=O)NC1CCN(CC1)C)COC)=C